Cl.C(C)N1C(=NN=C1CC)C1=CC=CC(=N1)N1CC=2C(=NC(=CC2C1=O)N1[C@@H](CCC1)C)CNC 2-[6-(4,5-diethyl-4H-1,2,4-triazol-3-yl)pyridin-2-yl]-4-[(methylamino)methyl]-6-[(2R)-2-methylpyrrolidin-1-yl]-2,3-dihydro-1H-pyrrolo[3,4-c]pyridin-1-one, hydrochloride